3,4,6,7,9,9a-hexahydro-1H-pyrazino[2,1-c][1,4]oxazin C1OCCN2C1CNCC2